C1(CC1)C1=CC(=NC=C1)NC=1SC=C(N1)C1=NC=CC=C1 N-(4-cyclopropyl-pyridin-2-yl)-4-(pyridin-2-yl)thiazol-2-amine